1-Cyclopentyl-6-[(phenylsulphonyl)methyl]-1H-pyrazolo[3,4-d]pyrimidin-4(5H)-one C1(CCCC1)N1N=CC2=C1N=C(NC2=O)CS(=O)(=O)C2=CC=CC=C2